ClC=1C=C(C=C(C1)Cl)C1(CC(=NO1)N1CC2=C(C1)C=C(S2)C(=O)NCC(CC)C)C(F)(F)F 5-(5-(3,5-dichlorophenyl)-5-(trifluoromethyl)-4,5-dihydroisoxazol-3-yl)-N-(2-methylbutyl)-5,6-dihydro-4H-thieno[2,3-c]pyrrole-2-carboxamide